3,5-dibenzylimidazole C(C1=CC=CC=C1)N1C=NC(=C1)CC1=CC=CC=C1